N-(5-(4-methylpiperazin-1-yl)pyridin-2-yl)-1-isopropyl-4,5-dihydro-1H-pyrazolo[4,3-H]quinazolin-8-amine CN1CCN(CC1)C=1C=CC(=NC1)NC1=NC=2C3=C(CCC2C=N1)C=NN3C(C)C